FC=1C=C2C3=C(NC2=CC1F)[C@H](N([C@@H](C3)C)CC(F)(F)F)C3=CC=C(C=N3)N[C@@H]3CN(CC3)CCCF 6-((1S,3R)-6,7-difluoro-3-methyl-2-(2,2,2-trifluoroethyl)-2,3,4,9-tetrahydro-1H-pyrido[3,4-b]indol-1-yl)-N-((S)-1-(3-fluoropropyl)pyrrolidin-3-yl)pyridin-3-amine